S1CSCCCC1 1,3-dithiepane